C(C)(C)(C)OC(NC1(CCCC1)CNC1=NC(=NC=C1Br)Cl)=O N-[1-[[(5-bromo-2-chloro-pyrimidin-4-yl)amino]methyl]cyclopentyl]carbamic acid tert-butyl ester